ethyl (trans-4-aminocyclohexyl)acetate hydrochloride Cl.N[C@@H]1CC[C@H](CC1)CC(=O)OCC